2-(1-(2-(dimethylamino)ethyl)-5-methyl-1H-pyrazol-3-yl)-7-morpholinopyrazolo[1,5-a]pyrimidin-5-ol CN(CCN1N=C(C=C1C)C1=NN2C(N=C(C=C2N2CCOCC2)O)=C1)C